tert-butyl N-[3-(aminomethyl)benzoyl]-O4-tert-butyl-L-α-aspartylglycyl-N6-[(benzyloxy)carbonyl]-L-lysinate NCC=1C=C(C(=O)N[C@@H](CC(OC(C)(C)C)=O)C(=O)NCC(=O)N[C@@H](CCCCNC(=O)OCC2=CC=CC=C2)C(=O)OC(C)(C)C)C=CC1